1-(4-(2-chlorobenzyl)-3,4-dihydroquinoxalin-1(2H)-yl)-2-(piperidin-1-yl)ethan-1-one Copper [Cu].ClC1=C(CN2CCN(C3=CC=CC=C23)C(CN2CCCCC2)=O)C=CC=C1